O1C(=NC=C1)C1=NC(=NC=C1)SCCC(=O)OC methyl 3-((4-(oxazol-2-yl)pyrimidin-2-yl)sulfanyl)propionate